The molecule is the 2'-O-phospho derivative of oleandomycin. It derives from an oleandomycin. It is a conjugate acid of an oleandomycin 2'-O-phosphate(1-). C[C@@H]1C[C@@H]([C@H]([C@@H](O1)O[C@H]2[C@H](C[C@@]3(CO3)C(=O)[C@@H]([C@H]([C@H]([C@H](OC(=O)[C@@H]([C@H]([C@@H]2C)O[C@H]4C[C@@H]([C@H]([C@@H](O4)C)O)OC)C)C)C)O)C)C)OP(=O)(O)O)N(C)C